C(OC(CS(=O)(=O)C(C)C)C(CN=[N+]=[N-])(C)C)(ON1C(CCC1=O)=O)=O 4-azido-3,3-dimethyl-1-(isopropylsulfonyl)-2-butyl succinimidyl carbonate